OC(CNC(C1=CC=CC=C1)=O)CNC([C@H](CCCN)N)=O |r| N-[2-hydroxy-3-[[rac-(2S)-2,5-diaminopentanoyl]amino]propyl]benzamide